C(#N)C1CC2(C1)C[C@H](N(CC2)CC2=C1C=CNC1=C(C=C2OC)C)C2=CC=C(C(=O)N(CC1COC1)C)C=C2 4-((2R,4s,6S)-2-cyano-7-((5-methoxy-7-methyl-1H-indol-4-yl)methyl)-7-azaspiro[3.5]nonan-6-yl)-N-methyl-N-(oxetan-3-ylmethyl)benzamide